O=C(CNC(OC(C)(C)C)=O)C=C tert-butyl (2-oxobut-3-en-1-yl)carbamate